P(=O)(OCCCCCCCCCCCC)(OCCCCCCCCCCCC)[O-] di(n-dodecyl) phosphate